C(C1=CC=CC=C1)OC(=O)C1=CC=C(C=C1)B(O)O 4-BENZYLOXYCARBONYLPHENYLBORONIC ACID